[Na].[Ca] Calcium Sodium Salt